2-amino-N-(3-(1-((5-(5-(difluoromethyl)-1,3,4-oxadiazol-2-yl)pyridin-2-yl)methyl)-1H-1,2,3-triazol-4-yl)phenyl)-2-methylpropanamide NC(C(=O)NC1=CC(=CC=C1)C=1N=NN(C1)CC1=NC=C(C=C1)C=1OC(=NN1)C(F)F)(C)C